[Si](C)(C)(C(C)(C)C)OCCN1N=C(C(=C1C)B1OC(C(O1)(C)C)(C)C)C 1-(2-((tert-butyldimethylsilyl)oxy)ethyl)-3,5-dimethyl-4-(4,4,5,5-tetramethyl-1,3,2-dioxaborolan-2-yl)-1H-pyrazole